3,4-di(diisobutylphosphino)-2-methylthiophene C(C(C)C)P(C1=C(SC=C1P(CC(C)C)CC(C)C)C)CC(C)C